Pyridine-3-ol dihydrochloride Cl.Cl.N1=CC(=CC=C1)O